OC1=C(C=CC=C1)C(CCCCCC)=O 1-(2-hydroxyphenyl)heptan-1-one